C(C(C)C)N1C=CC2=CC(=CC=C12)C1=CC=CC(=N1)C(=O)N 6-(1-isobutyl-1H-indol-5-yl)picolinamide